1-(4-(1-benzylpiperidin-4-yl)butyl)-3-(4-(hydroxymethyl)benzyl)urea C(C1=CC=CC=C1)N1CCC(CC1)CCCCNC(=O)NCC1=CC=C(C=C1)CO